3-hydroxy-9-(6-bromo-2-tetralone) hydrazone OC1C(CC2=CC=C(C=C2C1)Br)=NN